C(C)OP(=O)(OCC)CCCC1CCN(CC1)C=1C2=C(N=CN1)C(=CN2)C(=O)OCC ethyl 4-[4-[3-(diethoxyphosphoryl)propyl]piperidin-1-yl]-5H-pyrrolo-[3,2-d]pyrimidine-7-carboxylate